3,3-dimethyl-7-{[(1-methylcyclopropyl)amino]methyl}-2H-furo[3,2-b]pyridine-5-carboxylic acid CC1(COC=2C1=NC(=CC2CNC2(CC2)C)C(=O)O)C